CS(=O)(=O)NC1=CC=C(C=C1)C=1C(OC2=CC(=CC=C2C1)OCC=1C=C(C(=O)OCC=C)C=CC1)=O allyl 3-(((3-(4-(methylsulfonamido)phenyl)-2-oxo-2H-chromen-7-yl)oxy)methyl)benzoate